R-N-Boc-3-aminopiperidine C(=O)(OC(C)(C)C)N1C[C@@H](CCC1)N